(tri-t-butylphosphino)(2'-methylamino-1,1'-biphenyl-2-yl)palladium (II) C(C)(C)(C)P(C(C)(C)C)(C(C)(C)C)[Pd]C1=C(C=CC=C1)C1=C(C=CC=C1)NC